2-(thiophen-2-yl)-12-azatricyclo[4.4.4.03,9]tetradeca-1(2),4,7-triene-10,14-dione S1C(=CC=C1)C1=C2C(C3C=CC(C=CC13)C(CNC2)=O)=O